4,5'-dinitramino-5-amino-3,3'-bi-1,2,4-triazole N([N+](=O)[O-])N1C(N=NC1N)=C1N=NC(=N1)N[N+](=O)[O-]